CC1OCC(N(C1)CC(=O)NC=1C=C(C(=NC1)C)NC(=O)C=1C=C2C(=NC1)NC(=C2)C=2C=NN(C2)C)C N-(5-(2-(2,5-dimethylmorpholino)acetamido)-2-methylpyridin-3-yl)-2-(1-methyl-1H-pyrazol-4-yl)-1H-pyrrolo[2,3-b]pyridine-5-carboxamide